OC1=CC=C(C=C1)C(=C(CC)C1=CC=C(C=C1)O)C1=CC=C(C=C1)N1CCN(CC1)CC=1C=C2CN(C(C2=C(C1)Br)=O)C1C(NC(CC1)=O)=O 3-(5-((4-(4-(1,2-bis(4-hydroxyphenyl)but-1-en-1-yl)phenyl)piperazin-1-yl)methyl)-7-bromo-1-oxoisoindolin-2-yl)piperidine-2,6-dione